2-[6-(4-Chloro-1H-pyrazol-1-yl)-3-(ethylsulfonyl)pyridin-2-yl]-7-(trifluoromethyl)imidazo[1,2-c]pyrimidine ClC=1C=NN(C1)C1=CC=C(C(=N1)C=1N=C2N(C=NC(=C2)C(F)(F)F)C1)S(=O)(=O)CC